N,N,N',N'-Tetraphenyl-1,4-diaminobut-2-en C1(=CC=CC=C1)N(CC=CCN(C1=CC=CC=C1)C1=CC=CC=C1)C1=CC=CC=C1